ClC=1C=CC=C2[C@H](CCOC12)NC(=O)NC1=NN(C=C1)C1=CC(=C(C=C1)NC)F 1-[(4S)-8-chlorochroman-4-yl]-3-[1-[3-fluoro-4-(methylamino)phenyl]pyrazol-3-yl]urea